C(C)(C)(C)OC(=O)NC=1C=2N(C3=CC(=C(C=C3N1)F)C(=O)O)C(=NC2)C 4-(tert-butoxycarbonylamino)-7-fluoro-1-methyl-imidazo[1,5-a]quinoxaline-8-carboxylic acid